C1=C(C=CC2=CC(=CC=C12)C(=O)[O-])C(=O)OC methyl 2,6-naphthalenedicarboxylate